1-(4-(1-(2,6-dichlorophenyl)azetidin-3-yl)-2-fluorobenzyl)-3-methylazetidin-3-ol, formic acid salt C(=O)O.ClC1=C(C(=CC=C1)Cl)N1CC(C1)C1=CC(=C(CN2CC(C2)(O)C)C=C1)F